1-{4-[5-(3-Chloro-4-isopropoxy-phenyl)-[1,2,4]-oxadiazol-3-yl]-benzyl}-4-methyl-piperidine-4-carboxylic acid ClC=1C=C(C=CC1OC(C)C)C1=NC(=NO1)C1=CC=C(CN2CCC(CC2)(C(=O)O)C)C=C1